C12CCNCCC2C1 4-Azabicyclo[5.1.0]octane